CC1=CC=CC=2C3=C(C=CC=C3C(C12)(C1=CC(=C(C(=C1)C)NC)C)C1=CC(=C(C(=C1)C)NC)C)C 1,5-dimethyl-9,9-bis(3,5-dimethyl-4-methylaminophenyl)fluorene